6-(2-Hydroxy-4-methoxybenzylamino)-9-β-D-arabinofuranosylpurin OC1=C(CNC2=C3N=CN(C3=NC=N2)[C@H]2[C@@H](O)[C@H](O)[C@H](O2)CO)C=CC(=C1)OC